C1(=CC=CC=C1)CCNCCCO 3-[(2-phenylethyl)amino]propan-1-ol